COC(=O)C1CCNC2(CC2C(=O)C2=NN(C(=C2)C2=CC(=NC=C2F)OC)COCC[Si](C)(C)C)C1 [5-(5-fluoro-2-methoxypyridin-4-yl)-1-[[2-(trimethylsilyl)ethoxy]methyl]pyrazole-3-carbonyl]-4-azaspiro[2.5]octane-7-carboxylic acid methyl ester